2-methyl-1-oxoisoindolin-5-yl-4-guanidinobenzoate hydrochloride Cl.CN1C(C2=CC=C(C=C2C1)OC(C1=CC=C(C=C1)NC(=N)N)=O)=O